C(C)C=1C(NC=2C=C(C=NC2C1)CN1CCC(=CC1)C1=C(C=C(C#N)C=C1)F)=O 4-(1-((7-ethyl-6-oxo-5,6-dihydro-1,5-naphthyridin-3-yl)methyl)-1,2,3,6-tetrahydropyridin-4-yl)-3-fluorobenzonitrile